NC=1C(=NC=C(C1)OCCBr)NC1CC(C1)(O)C (cis)-3-((3-amino-5-(2-bromoethoxy)pyridin-2-yl)amino)-1-methylcyclobutan-1-ol